FC1=C(C(=O)NOCC(C)C)C=CC=C1 2-fluoro-N-isobutoxybenzamide